(S)-N-((S)-1-(5-cyanopyridin-2-yl)pyrrolidin-3-yl)-4-(5-(5-fluoro-2-methoxypyridin-4-yl)-1H-pyrazole-3-carbonyl)-4-azaspiro[2.5]octane-7-carboxamide C(#N)C=1C=CC(=NC1)N1C[C@H](CC1)NC(=O)[C@H]1CCN(C2(CC2)C1)C(=O)C1=NNC(=C1)C1=CC(=NC=C1F)OC